N-((1-(methylsulfonyl)piperidin-4-yl)methyl)benzamide CS(=O)(=O)N1CCC(CC1)CNC(C1=CC=CC=C1)=O